C(CCCCC)C1=C(C=CC=C1)NC(=O)N N-(hexylphenyl)urea